N-(1-methyl-1H-pyrazolo[3,4-b]pyridin-6-yl)-2-(6-azaspiro[2.5]octan-6-yl)benzamide CN1N=CC=2C1=NC(=CC2)NC(C2=C(C=CC=C2)N2CCC1(CC1)CC2)=O